N1(N=CC=C1)CC=1C=CC(=NC1OC)C(=O)N[S@](=O)(=N)C1=C(C=CC=C1OC)OCC (R)-5-((1H-pyrazol-1-yl)methyl)-N-(2-ethoxy-6-methoxyphenylsulfonimidoyl)-6-methoxypicolinamide